(1s,4s)-cyclohexane-1,4-diyldimethanol C1(CCC(CC1)CO)CO